methyl 6-{(S)-2-[2-(benzo[d]isoxazol-3-yl)phenyl]-2-[((S)-tert-butylsulfinyl)amino]ethyl}pyridine-2-carboxylate O1N=C(C2=C1C=CC=C2)C2=C(C=CC=C2)[C@H](CC2=CC=CC(=N2)C(=O)OC)N[S@@](=O)C(C)(C)C